6-((1S,4S)-2,5-diazabicyclo[2.2.1]heptan-2-yl)-N-(3-chloro-4-(cyclopropylmethoxy)-2-fluorophenyl)pyrido[3,4-d]pyrimidin-4-amine [C@@H]12N(C[C@@H](NC1)C2)C2=CC1=C(N=CN=C1NC1=C(C(=C(C=C1)OCC1CC1)Cl)F)C=N2